N-(4-((sec-Butylamino)methyl)benzyl)-6-((S)-6-chloro-5-fluoro-2-oxo-1,2-dihydrospiro[benzo[d][1,3]oxazine-4,3'-pyrrolidin]-1'-yl)pyridazine-4-carboxamide C(C)(CC)NCC1=CC=C(CNC(=O)C2=CN=NC(=C2)N2C[C@]3(CC2)C2=C(NC(O3)=O)C=CC(=C2F)Cl)C=C1